CC=1N=C(C2=C(N1)N=C(C=C2)C(F)(F)F)N methyl-7-(trifluoromethyl)pyrido[2,3-d]pyrimidin-4-amine